2-(1-isopropylindol-5-yl)-4-(3-methoxyphenyl)thiazole C(C)(C)N1C=CC2=CC(=CC=C12)C=1SC=C(N1)C1=CC(=CC=C1)OC